(4-(4-(4-fluorobenzoyl)piperidin-1-yl)butoxy)-5,6-dihydro-1H-pyrrolo[3,2,1-ij]quinolin-4(2H)-one FC1=CC=C(C(=O)C2CCN(CC2)CCCCOC2CN3C(CCC4=CC=CC2=C34)=O)C=C1